ClC1=C(C(=O)NC(C(=O)NC2CCC(CC2)C(=O)O)C)C=CC=C1Cl 4-[[2-[(2,3-Dichlorobenzoyl)amino]-1-oxopropyl]amino]cyclohexanecarboxylic acid